1-butyl-2-propyl-3-methylimidazolium bromide [Br-].C(CCC)N1C(=[N+](C=C1)C)CCC